NCC(C#C)O 1-aminobut-3-yn-2-ol